(1-Hexyl)(phenyl)methylene(cyclopentadienyl)(2,7-di-tert-butylfluoren-9-yl)hafnium C(CCCCC)C(=[Hf](C1C2=CC(=CC=C2C=2C=CC(=CC12)C(C)(C)C)C(C)(C)C)C1C=CC=C1)C1=CC=CC=C1